1-{[4-({[3-cyclopropyl-5-(pyrimidin-2-yl)phenyl]amino}methyl)phenyl]methyl}-2-(hydroxymethyl)piperidine-3,4,5-triol C1(CC1)C=1C=C(C=C(C1)C1=NC=CC=N1)NCC1=CC=C(C=C1)CN1C(C(C(C(C1)O)O)O)CO